N1=C(C(=NC=C1)C(=O)[O-])C(=O)[O-] pyrazine-2,3-di-carboxylate